N-(Piperidin-4-yl-methyl)cyclopropanecarboxamide, trifluoroacetic acid salt FC(C(=O)O)(F)F.N1CCC(CC1)CNC(=O)C1CC1